dipalmitoyl-ethylhydroxyethyl-ammonium C(CCCCCCCCCCCCCCC)(=O)[N+](CCO)(CC)C(CCCCCCCCCCCCCCC)=O